N-(2-(((1r,3r,5r,7r)-adamantan-2-yl)amino)ethyl)-5-(4-chlorophenyl)-1-(2,4-dichlorophenyl)-N,4-dimethyl-1H-pyrazole-3-carboxamide C12C(C3CC(CC(C1)C3)C2)NCCN(C(=O)C2=NN(C(=C2C)C2=CC=C(C=C2)Cl)C2=C(C=C(C=C2)Cl)Cl)C